o-isobutyl-styrene C(C(C)C)C1=C(C=C)C=CC=C1